5-chloro-N'-((5-chlorothiophen-2-yl)sulfonyl)thiophene-2-sulfonohydrazide ClC1=CC=C(S1)S(=O)(=O)NNS(=O)(=O)C=1SC(=CC1)Cl